N6-glycylcarbamoyl-adenosine NCC(=O)NC(=O)NC=1C=2N=CN([C@H]3[C@H](O)[C@H](O)[C@@H](CO)O3)C2N=CN1